(3R)-3-[(2-bromopyridin-3-yl)oxy]butan-1-ol BrC1=NC=CC=C1O[C@@H](CCO)C